N,N-dimethyl-2-pyrimidin-2-yl-5-(trifluoromethyl)-4-[5-(trifluoromethyl)-2-thienyl]pyrazol-3-amine CN(C=1N(N=C(C1C=1SC(=CC1)C(F)(F)F)C(F)(F)F)C1=NC=CC=N1)C